propan-2-ol-1,3-13C2 [13CH3]C([13CH3])O